N-(3-(1H-pyrazol-4-yl)-1H-indol-7-yl)-3-amino-2-(m-tolyl)propanamide N1N=CC(=C1)C1=CNC2=C(C=CC=C12)NC(C(CN)C=1C=C(C=CC1)C)=O